C(C)OC(=C)C1=CC(=C(C(=C1)F)S(=O)(=O)N(CC1=CC=C(C=C1)OC)CC1=CC=C(C=C1)OC)F 4-(1-ethoxyvinyl)-2,6-difluoro-N,N-bis(4-methoxybenzyl)benzenesulfonamide